NC1=C(C=CC(=C1)C1(COC1)O)NC(=O)C=1N(C=C(C1)C(C1=C(C=CC=C1)C(F)(F)F)=O)COCC[Si](C)(C)C N-(2-amino-4-(3-hydroxyoxetan-3-yl)phenyl)-4-(2-(trifluoromethyl)benzoyl)-1-((2-(trimethylsilyl)ethoxy)methyl)-1H-pyrrole-2-carboxamide